(R)-5-(2-(5-fluoro-2-methoxypyridin-3-yl)pyrrolidin-1-yl)pyrazolo[1,5-a]pyrimidine-3-carbaldehyde FC=1C=C(C(=NC1)OC)[C@@H]1N(CCC1)C1=NC=2N(C=C1)N=CC2C=O